FC1(CN(CCC1)C1=CC(=NC=C1)C(=O)NC=1C=CC=C2C=CC=NC12)F 4-(3,3-difluoropiperidin-1-yl)-N-(quinolin-8-yl)picolinamide